(S)-4-(5-chloro-2-((1-(2-cyanoethyl)-1H-pyrazol-4-yl)amino)pyrimidin-4-yl)-N-(1-cyanopropyl)benzamide ClC=1C(=NC(=NC1)NC=1C=NN(C1)CCC#N)C1=CC=C(C(=O)N[C@@H](CC)C#N)C=C1